[3-[3-(3,5-dimethylpyrazol-1-yl)-1-bicyclo[1.1.1]pentanyl]azetidin-1-yl]-[6-[3-(1-hydroxycyclopropyl)-1,2,4-triazol-1-yl]-2-azaspiro[3.3]heptan-2-yl]methanone CC1=NN(C(=C1)C)C12CC(C1)(C2)C2CN(C2)C(=O)N2CC1(C2)CC(C1)N1N=C(N=C1)C1(CC1)O